ClC1=NN2C(N=CC(=C2C(C)NC)NC(N)=O)=C1 3-(2-chloro-7-(1-(methylamino)ethyl)pyrazolo[1,5-a]pyrimidin-6-yl)urea